octadecanoic acid potassium salt [K+].C(CCCCCCCCCCCCCCCCC)(=O)[O-]